(2,2'-dimethylbiphenyl-3,3'-diyl)bis(3-methyl-4,5,6,7-tetrahydro-3H-imidazo[4,5-c]pyridine-2-carboxamide) CC1=C(C=CC=C1C1NCCC2=C1N(C(=N2)C(=O)N)C)C2=C(C(=CC=C2)C2NCCC1=C2N(C(=N1)C(=O)N)C)C